(R)-2-cyclopropyl-5-(2,4-difluorophenyl)-3,4-dihydro-2H-pyrano[2,3-b]Pyridine-7-carboxylic acid C1(CC1)[C@H]1CCC=2C(=NC(=CC2C2=C(C=C(C=C2)F)F)C(=O)O)O1